N-(3-((5-(4-(Aminomethyl)-4-methylpiperidin-1-yl)-6-oxo-1,6-dihydropyrazin-2-yl)thio)-2-chlorophenyl)-7-hydroxy-5-oxo-1,5-dihydroimidazo[1,2-a]pyrimidin-6-carboxamid NCC1(CCN(CC1)C1=NC=C(NC1=O)SC=1C(=C(C=CC1)NC(=O)C1=C(N=C2N(C1=O)C=CN2)O)Cl)C